4-methoxy-6-phenylisoxazolo[5,4-b]pyridin-3-amine COC1=C2C(=NC(=C1)C1=CC=CC=C1)ON=C2N